2-(5-(methyl-d3)-2-(phenyl-d5)oxazol-4-yl)ethan-1,1-d2-1-ol C(C1=C(N=C(O1)C1=C(C(=C(C(=C1[2H])[2H])[2H])[2H])[2H])CC(O)([2H])[2H])([2H])([2H])[2H]